NC=1C(=NC(=CN1)C1=CC(=CC=C1)N1CCOCC1)C(=O)NC1=NC=CC=C1N1CCC(CC1)N 3-amino-N-(3-(4-aminopiperidin-1-yl)pyridin-2-yl)-6-(3-morpholinophenyl)pyrazine-2-carboxamide